5-Methyloxolan-2-one CC1CCC(O1)=O